(5Z)-5-(2-hydroxy-5-fluorobenzylidene)-4-(4-(methylsulfonyl)phenyl)-3-phenylfuran-2(5H)-one OC1=C(\C=C/2\C(=C(C(O2)=O)C2=CC=CC=C2)C2=CC=C(C=C2)S(=O)(=O)C)C=C(C=C1)F